2-(2'-Ethyl-6'-cyano-3'-oxo-2',3'-dihydro-1'H-spiro[cyclobutane-1,4'-isoquinolin]-3-yl)isoindoline-1,3-dione C(C)N1CC2=CC=C(C=C2C2(C1=O)CC(C2)N2C(C1=CC=CC=C1C2=O)=O)C#N